(S)-3-chloro-1-(3-(trifluoromethyl)phenyl)propan-1-ol ClCC[C@H](O)C1=CC(=CC=C1)C(F)(F)F